4-bromo-2-(1-(2-(tert-butyldimethylsilyloxy)ethyl)-1H-pyrazol-4-yl)-1H-indole-7-carboxamide BrC1=C2C=C(NC2=C(C=C1)C(=O)N)C=1C=NN(C1)CCO[Si](C)(C)C(C)(C)C